2-(cyclopentyloxy)-4-nitro-1-phenoxybenzene C1(CCCC1)OC1=C(C=CC(=C1)[N+](=O)[O-])OC1=CC=CC=C1